1-tert-butyl 4-ethyl 4-methyl-3-oxopiperidine-1,4-dicarboxylate CC1(C(CN(CC1)C(=O)OC(C)(C)C)=O)C(=O)OCC